4-(6-chloro-4-{1,4-diazabicyclo[3.2.2]non-4-yl}-8-fluoro-2-{[(2S)-1-methylpyrrolidin-2-yl]methoxy}quinazolin-7-yl)naphthalen-2-ol ClC=1C=C2C(=NC(=NC2=C(C1C1=CC(=CC2=CC=CC=C12)O)F)OC[C@H]1N(CCC1)C)N1CCN2CCC1CC2